N-n-nonadecanoyl-alanine C(CCCCCCCCCCCCCCCCCC)(=O)N[C@@H](C)C(=O)O